ClC1=C(COC=2C(=NC=C(C2)C2=CC=C(C=C2)OCCN2CCOCC2)N)C(=CC=C1F)F 3-(2-chloro-3,6-difluoro-benzyloxy)-5-[4-(2-morpholin-4-yl-ethoxy)-phenyl]-pyridin-2-ylamine